3-amino-7-bromo-5H-pyrrolo[2,3-b]pyrazine-2-carboxylate NC1=C(N=C2C(=N1)NC=C2Br)C(=O)[O-]